C(CC=C)N1CCC(CC1)SC(C1=CC=CC=C1)(C1=CC=CC=C1)C1=CC=CC=C1 1-(but-3-en-1-yl)-4-(tritylthio)piperidine